C(#N)[C@H]1N(CC(C1)(F)F)C(CNC(=O)C1=C(C=NC=C1)C1=CC=C(OCCNC(=O)C2CCC(CC2)NC(OC(C)(C)C)=O)C=C1)=O tert-butyl ((1r,4r)-4-((2-(4-(4-((2-((S)-2-cyano-4,4-difluoropyrrolidin-1-yl)-2-oxoethyl)carbamoyl)pyridin-3-yl)phenoxy)ethyl)carbamoyl) cyclohexyl)carbamate